(imidazo[1,2-c]pyrimidin-7-yloxy)-3-methylaniline N=1C=CN2C=NC(=CC21)ONC2=CC(=CC=C2)C